potassium phenethyl-trithiocarbonate salt C(CC1=CC=CC=C1)SC([S-])=S.[K+]